(S,E)-3-(4-chlorophenyl)-4-phenyl-N-((4-(trifluoromethyl)phenyl)sulfonyl)-4,5-dihydro-1H-pyrazole-1-carboxamide chloride [Cl-].ClC1=CC=C(C=C1)C1=NN(C[C@@H]1C1=CC=CC=C1)C(=O)NS(=O)(=O)C1=CC=C(C=C1)C(F)(F)F